C(#N)C=1C=C(C=NC1N1N=CC=N1)NC(=O)C=1C=NN(C1C(F)(F)F)C1=C(C(=NC=C1)OC)C N-(5-cyano-6-(2H-1,2,3-triazol-2-yl)pyridin-3-yl)-1-(2-methoxy-3-methylpyridin-4-yl)-5-(trifluoromethyl)-1H-pyrazole-4-carboxamide